2-(4-(4,4,5,5-tetramethyl-1,3,2-dioxaborolan-2-yl)phenyl)benzo[d]thiazole CC1(OB(OC1(C)C)C1=CC=C(C=C1)C=1SC2=C(N1)C=CC=C2)C